ClC1=C(CNC(OC(C)(C)C)=O)C(=CC=C1)C=1SC(=CC1)C(C)NC1=NC(=NC2=CC(=C(C=C12)OC)OC)C tert-butyl [2-chloro-6-(5-{1-[(6,7-dimethoxy-2-methylquinazolin-4-yl)amino]ethyl}-thiophen-2-yl)benzyl]carbamate